OCCC(C)[C@@](C(=O)O)(C)O.S(O[2H])(O)(=O)=O sulfuric acid-d 2(R)-4-hydroxybut-2-yl-(S)-2-hydroxypropionate